N1=C(NC2=NC=CC=C21)N2N=CC1=NC=CC=C12 (3h-imidazo[4,5-b]pyridin-2-yl)-1h-pyrazolo[4,3-b]pyridine